C1(=CC=CC2=CC=CC=C12)C1=CC=C(C=C1)C1=NC(=CC(=N1)C1=CC=C(C=C1)C=1C=NC=CC1)C1=CC=C(C=C1)C=1C=NC2=CC=CC=C2C1 2-{4-(naphthalen-1-yl)-phenyl}-4-{4-(pyridin-3-yl)-phenyl}-6-{4-(quinolin-3-yl)-phenyl}-pyrimidine